ClC(C1=NC(=NO1)C1=CC=C(C=C1)P(OCC)(=O)NCC1=CC(=CC=C1)OC)(F)F ethyl P-(4-(5-(chlorodifluoromethyl)-1,2,4-oxadiazol-3-yl)phenyl)-N-(3-methoxybenzyl)phosphonamidate